3-(((1r,4r)-4-(4-bromo-3-(trifluoromethyl)phenoxy)cyclohexyl)oxy)propanal BrC1=C(C=C(OC2CCC(CC2)OCCC=O)C=C1)C(F)(F)F